C(CCCCCCC)[N+](CCO)(C)C Octyl-dimethyl-2-hydroxyethyl-ammonium